benzothiamide C(C1=CC=CC=C1)(N)=S